C(C1=CC=CC=C1)OC1=C(C=CC(=C1)C(F)(F)F)C1=NN=C(C=2N1C=CN2)N[C@H]2CNCCC2 (R)-5-(2-(benzyloxy)-4-(trifluoromethyl)phenyl)-N-(piperidin-3-yl)imidazo[1,2-d][1,2,4]triazin-8-amine